FC=1C=CC(=C2C=C(NC(C12)=O)CCCN1CCN(CC1)C1=NC=CC=C1)C 8-fluoro-5-methyl-3-(3-(4-(pyridin-2-yl)piperazin-1-yl)propyl)isoquinolin-1(2H)-one